FC=1C=C2C3=C(NC2=CC1)[C@H](N([C@@H](C3)C)C[C@H](C(=O)OC)C)C3=C(C(=CC=C3F)OCCN(C)CCCF)C methyl (R)-3-((1R,3R)-6-fluoro-1-(6-fluoro-3-(2-((3-fluoropropyl)(methyl)amino)ethoxy)-2-methylphenyl)-3-methyl-1,3,4,9-tetrahydro-2H-pyrido[3,4-b]indol-2-yl)-2-methylpropanoate